CN1CC2CCC(C1)N2C(=O)C=2C=C1C(=NC2)NC=C1C=1C=C2N(CCNC2=O)C1 7-(5-(3-methyl-3,8-diazabicyclo[3.2.1]octane-8-carbonyl)-1H-pyrrolo[2,3-b]pyridin-3-yl)-3,4-dihydropyrrolo[1,2-a]pyrazin-1(2H)-one